COC(=O)C1=CC=C2C=3CC(CCC3NC2=C1)NC(=O)NC1=CC(=C(C=C1)Cl)C(F)(F)F.O=C1NC(CCC1N1C(C2=CC=CC(=C2C1=O)NC(=O)C1CC1)=O)=O N-(2-(2,6-dioxopiperidin-3-yl)-1,3-dioxoisoindol-4-yl)cyclopropane-1-carboxamide methyl-3-(3-(4-chloro-3-(trifluoromethyl)phenyl)ureido)-2,3,4,9-tetrahydro-1H-carbazole-7-carboxylate